2-(4-chlorobenzyl)-8-methyl-N-(pyridin-4-ylmethyl)-4,5-dihydro-2H-furo[2,3-g]indazole-7-carboxamide ClC1=CC=C(CN2N=C3C4=C(CCC3=C2)OC(=C4C)C(=O)NCC4=CC=NC=C4)C=C1